Bis-trimethylsilylmethylcyclopentadienide hafnium (IV) [Hf+4].C[Si](C)(C)C([Si](C)(C)C)[C-]1C=CC=C1.C[Si](C)(C)C([Si](C)(C)C)[C-]1C=CC=C1.C[Si](C)(C)C([Si](C)(C)C)[C-]1C=CC=C1.C[Si](C)(C)C([Si](C)(C)C)[C-]1C=CC=C1